4-bromo-7-methoxy-1-(methyl-d3)-1H-indazole BrC1=C2C=NN(C2=C(C=C1)OC)C([2H])([2H])[2H]